3-(N-methyl-amino)-L-alanine CNC[C@H](N)C(=O)O